(E)-2-(5-chloro-1-(4-(3,4-difluorophenoxy)benzylidene)-2-methyl-1H-inden-3-yl)acetic acid ClC=1C=C2C(=C(\C(\C2=CC1)=C/C1=CC=C(C=C1)OC1=CC(=C(C=C1)F)F)C)CC(=O)O